NCCCN1C2=NC(=NC=C2N=C1NC1=CC(=CC=C1)C(F)(F)F)NC(C)(C)C 9-(3-aminopropyl)-N2-(tert-butyl)-N8-(3-(trifluoromethyl)phenyl)-9H-purine-2,8-diamine